tert-butyl (2-(3-bromo-6-chloro-9-tosyl-9H-carbazol-1-yl)ethyl)carbamate BrC=1C=C(C=2N(C3=CC=C(C=C3C2C1)Cl)S(=O)(=O)C1=CC=C(C)C=C1)CCNC(OC(C)(C)C)=O